C(C)NC(C)(C)C1=CC=C(C=C1)C1=NNC(=C1C(C)C)C=1C=C(C=2N(C1)N=CN2)C n-ethyl-2-(4-(4-isopropyl-5-(8-methyl-[1,2,4]triazolo[1,5-a]pyridin-6-yl)-1H-pyrazol-3-yl)phenyl)propan-2-amine